CC1(CCN(CC1)C1=NC(=NC=C1)NC1=CC=C(C=C1)N1CCN(CC1)C)NS(=O)(=O)C1CC1 N-(4-methyl-1-(2-((4-(4-methylpiperazin-1-yl)phenyl)amino)pyrimidin-4-yl)piperidin-4-yl)cyclopropanesulfonamide